N-(4-piperidinyl)-2-ureido-acetamide N1CCC(CC1)NC(CNC(=O)N)=O